N=1C=CN2C1C=CC(=C2)C2=CNC=1N=C(N=C(C12)OC)NC1CC(C1)(C)NC(C)=O N-((1s,3s)-3-((5-(imidazo[1,2-a]pyridin-6-yl)-4-methoxy-7H-pyrrolo[2,3-d]pyrimidin-2-yl)amino)-1-methylcyclobutyl)acetamide